4-((7-(dimethylamino)-5-methyl-[1,2,4]triazolo[1,5-a]pyrimidin-6-yl)methyl)piperidine-1-sulfonamide CN(C1=C(C(=NC=2N1N=CN2)C)CC2CCN(CC2)S(=O)(=O)N)C